ditolyl-phosphine oxide C1(=C(C=CC=C1)P(C1=C(C=CC=C1)C)=O)C